P(=O)(O)(O)O.C(C(=O)OF)(=O)OF difluoro oxalate phosphate